COC1=C(C=CC(=C1)C(F)(F)F)C1=C(C(=C(N=N1)C(=O)C1CN(CCC1)C(=O)OC(C)(C)C)C)C tert-butyl 3-(6-(2-methoxy-4-(trifluoromethyl)phenyl)-4,5-dimethylpyridazine-3-carbonyl)piperidine-1-carboxylate